[Na+].COC(/C=C/C(C(=O)[O-])=O)=O (3E)-5-methoxy-2,5-dioxopent-3-enoic acid, sodium salt